O1[C@@H]2C(C(C1)OC[C@@]13CCC[C@H]1[C@@H]1C=CC4=CCCC[C@]4(C)[C@H]1CC3)O2 (1S,2S)-epoxy-(20S)-tetrahydrofuryloxy-androstane-4,6-diene